NC1(CC1)COC=1C(=C2CC(CC2=C(C1)C)CNCCC1CN(C(O1)=O)C1=NC2=C(OCC(N2)=O)N=C1)C 6-[5-[2-[[5-[(1-aminocyclopropyl)methoxy]-4,7-dimethyl-2,3-dihydro-1H-inden-2-yl]methylamino]ethyl]-2-oxo-1,3-oxazolidin-3-yl]-4H-pyrazino[2,3-b][1,4]oxazin-3-one